4-propenyloxy-2,3-difluorophenylboronic acid C(=CC)OC1=C(C(=C(C=C1)B(O)O)F)F